C(C)(C)(C)OC(=O)N1CCN(CC1)C=1C(=NC(=CC1)NC(C1=CC=CC=C1)C1=CC=CC=C1)OC 4-(6-((benzhydryl)amino)-2-methoxypyridin-3-yl)piperazine-1-carboxylic acid tert-butyl ester